deca-hydro-2-naphthone C1C(CCC2CCCCC12)=O